[C@H]12COC[C@@H]2C1C(=O)[O-] (1R,5S,6R)-3-oxabicyclo[3.1.0]hexane-6-carboxylate